FC1=CC=C(OCCCC(=O)NCC(=O)N2CC3(OCCO3)CC2C(=O)N)C=C1 7-((4-(4-fluorophenoxy)butanoyl)-glycyl)-1,4-dioxa-7-azaspiro[4.4]Nonane-8-carboxamide